F[P-](F)(F)(F)(F)F.CN(C)[C+](N1N=[N+](C2=C1C=CC=C2)[O-])N(C)C 3-[Bis(dimethylamino)-methyliumyl]-3H-benzotriazol-1-oxide hexafluorophosphate